trans-methyl 4-(2-(cis-3-(trifluoromethoxy)cyclobutoxy)acetamido)cyclohexanecarboxylate FC(O[C@H]1C[C@H](C1)OCC(=O)N[C@@H]1CC[C@H](CC1)C(=O)OC)(F)F